((4-hydroxybutyl)azanediyl)bis(hexane-6,1-diyl) bis(4,4-bis(nona-3,6-dien-1-yloxy)butanoate) C(CC=CCC=CCC)OC(CCC(=O)OCCCCCCN(CCCCCCOC(CCC(OCCC=CCC=CCC)OCCC=CCC=CCC)=O)CCCCO)OCCC=CCC=CCC